7-Bromo-8-chloro-5-(2-methoxypyridin-3-yl)imidazo[1,2-a]quinoxalin-4(5H)-one BrC=1C=C2N(C(C=3N(C2=CC1Cl)C=CN3)=O)C=3C(=NC=CC3)OC